Methyl (S)-2-amino-3-phenylpropionate N[C@H](C(=O)OC)CC1=CC=CC=C1